5-{4-[(4-butylphenyl)ethynyl]-3,5-difluorophenyl}-2-propylthieno[3,2-b]thiophene C(CCC)C1=CC=C(C=C1)C#CC1=C(C=C(C=C1F)C1=CC=2SC(=CC2S1)CCC)F